C1(CC1)C1=NC2=C(N1CC1=CN(C(C=C1)=O)CC(F)(F)F)C=CC(=C2)C(=O)NCC2=CC=C(C=C2)S(=O)(=O)CC 2-cyclopropyl-N-(4-(ethylsulfonyl)benzyl)-1-((6-oxo-1-(2,2,2-trifluoroethyl)-1,6-dihydropyridin-3-yl)methyl)-1H-benzo[d]imidazole-5-carboxamide